di(1-hexyl) phenyl phosphate P(=O)(OCCCCCC)(OCCCCCC)OC1=CC=CC=C1